FC1=C(C(=C(C(=C1C#C[SiH3])F)C#C[SiH3])F)C#C[SiH3] 2,4,6-trifluoro-1,3,5-tris(silylethynyl)benzene